C(C(=C)C)(=O)OCCOCCN=C=O (2-(2-methacryloyloxyethyloxy))ethyl isocyanate